N-[(2-chloroquinolin-7-yl)methyl]-N-(2-methanesulfonylphenyl)-6-methoxypyridine-2-carboxamide ClC1=NC2=CC(=CC=C2C=C1)CN(C(=O)C1=NC(=CC=C1)OC)C1=C(C=CC=C1)S(=O)(=O)C